(S)-1-(4-(7-(6-amino-3-(trifluoromethyl)pyridin-2-yl)-6-chloro-2-((1-(2,2-difluoroethyl)pyrrolidin-2-yl)methoxy)quinazolin-4-yl)piperazin-1-yl)prop-2-en-1-one NC1=CC=C(C(=N1)C1=C(C=C2C(=NC(=NC2=C1)OC[C@H]1N(CCC1)CC(F)F)N1CCN(CC1)C(C=C)=O)Cl)C(F)(F)F